(2-fluorophenyl)-1-(pyridine-3-sulfonyl)-1H-pyrrole-3-carboxamide FC1=C(C=CC=C1)C=1N(C=CC1C(=O)N)S(=O)(=O)C=1C=NC=CC1